2-[4-[3-[4-[6-[8-(1,3-benzothiazol-2-ylcarbamoyl)-3,4-dihydro-1H-isoquinolin-2-yl]-2-tert-butoxycarbonyl-3-pyridyl]-3-methyl-phenoxy]propyl]-1-piperidyl]acetic acid S1C(=NC2=C1C=CC=C2)NC(=O)C=2C=CC=C1CCN(CC21)C2=CC=C(C(=N2)C(=O)OC(C)(C)C)C2=C(C=C(OCCCC1CCN(CC1)CC(=O)O)C=C2)C